N(=C=O)CCCCCC(CCCCCN=C=O)N=C=O 1,6,11-triisocyanato-undecane